7-(8-methoxy-2-methyl-imidazo[1,2-b]pyridazin-6-yl)-2-[rac-(3S,4S)-3,4-difluoro-4-piperidinyl]thiazolo[3,2-a]pyrimidin-5-one COC=1C=2N(N=C(C1)C=1N=C3N(C(C1)=O)C=C(S3)[C@]3([C@H](CNCC3)F)F)C=C(N2)C |r|